C(C=C)(=O)N1CC(C1)(C1=C(C(=CC=C1F)Cl)Cl)NC=1C=C2C(N(C=NC2=C(C1)F)C(C)C)=O 6-[1-acryloyl-3-(2,3-dichloro-6-fluorophenyl)-3-azetidinylamino]-8-fluoro-3-isopropyl-3,4-dihydro-4-quinazolinone